2-(ethoxy(o-tolyl)methyl)-6,6-dimethyl-1-phenyl-1,5,6,7-tetrahydro-4H-indol-4-one C(C)OC(C=1N(C=2CC(CC(C2C1)=O)(C)C)C1=CC=CC=C1)C1=C(C=CC=C1)C